rac-7-chloro-2-(4-methoxybenzyl)-3-oxoisoindoline-1-carboxylic acid methyl ester COC(=O)[C@@H]1N(C(C2=CC=CC(=C12)Cl)=O)CC1=CC=C(C=C1)OC |r|